trans-N-[8-amino-6-[4-(2-methoxyethyl)pyridin-3-yl]-2,7-naphthyridin-3-yl]-2-cyanocyclopropane-1-carboxamide NC=1N=C(C=C2C=C(N=CC12)NC(=O)[C@H]1[C@@H](C1)C#N)C=1C=NC=CC1CCOC